rac-(1s,3S)-3-methoxycyclopentan-1-amine CO[C@@H]1C[C@H](CC1)N |r|